(3-chloro-1-(4-fluoro-2-(((4-methoxybenzyl)oxy)methyl)phenyl)-1H-pyrazol-5-yl)(3-cyano-1-methyl-1H-pyrazol-5-yl)methyl methanesulfonate CS(=O)(=O)OC(C1=CC(=NN1C)C#N)C1=CC(=NN1C1=C(C=C(C=C1)F)COCC1=CC=C(C=C1)OC)Cl